CC=1C=C(C=CC1)OC(=O)N1CC2=CC(=CC=C2CC1)C(=O)N1CC2=CC=CC=C2C[C@H]1CN1CCOCC1 7-[(3S)-3-(morpholin-4-ylmethyl)-1,2,3,4-tetrahydroisoquinoline-2-carbonyl]-1,2,3,4-tetrahydroisoquinoline-2-carboxylic acid 3-methylphenyl ester